1-[6-(5-Butyl-1,2,4-oxadiazol-3-yl)pyridine-2-yl]-4-[1-(propan-2-yl)piperidin-4-yl]-1,4-diazepane C(CCC)C1=NC(=NO1)C1=CC=CC(=N1)N1CCN(CCC1)C1CCN(CC1)C(C)C